(1S,4S)-N1-(2-(trifluoromethyl)benzo[b]thiophen-4-yl)cyclohexane-1,4-diamine FC(C1=CC2=C(S1)C=CC=C2NC2CCC(CC2)N)(F)F